CC1CCN(CC1)C(CNC1=CC=C2CN(C(C2=C1)=O)C1C(NC(CC1)=O)=O)=O 3-[6-[[2-(4-methyl-1-piperidyl)-2-oxo-ethyl]amino]-1-oxo-isoindolin-2-yl]piperidine-2,6-dione